1-(tert-butyl) 2-methyl (2S,4S)-4-([1,1'-biphenyl]-4-carboxamido)pyrrolidine-1,2-dicarboxylate C1(=CC=C(C=C1)C(=O)N[C@H]1C[C@H](N(C1)C(=O)OC(C)(C)C)C(=O)OC)C1=CC=CC=C1